O=C1NC(CCC1N1C(C2=CC=C(C=C2C1=O)OCC(=O)O)=O)=O [[2-(2,6-dioxopiperidin-3-yl)-1,3-dioxoisoindol-5-yl]oxy]acetic acid